4-[5-chloro-6-oxo-2-(4-pyridinyl)-1H-pyrimidin-4-yl]-N,N-dimethyl-morpholine-2-carboxamide ClC1=C(N=C(NC1=O)C1=CC=NC=C1)N1CC(OCC1)C(=O)N(C)C